lithio 4-[2-(dimethylamino)ethoxy]-2-methylbenzoate CN(CCOC1=CC(=C(C(=O)O[Li])C=C1)C)C